N[C@H]1C[C@H](N(C1)C1=C(C=C(C=C1)F)C=1C(=NC(=NC1)C1=C(C=CC=C1F)F)C(=O)N)CO (2-((2S,4S)-4-amino-2-(hydroxymethyl)pyrrolidin-1-yl)-5-fluorophenyl)-2-(2,6-difluorophenyl)pyrimidine-4-carboxamide